(E)-6-(4-(3-(4-(2-(tert-butoxycarbonylamino)acetyl)piperazin-1-yl)propoxy)styryl)quinoline-4-carboxylic acid C(C)(C)(C)OC(=O)NCC(=O)N1CCN(CC1)CCCOC1=CC=C(/C=C/C=2C=C3C(=CC=NC3=CC2)C(=O)O)C=C1